C(C)NC(=O)C1=CC2=C(N3C(S2)=NC(=C3)C3=CC=C(C=C3)C)C=C1 N-ethyl-2-(p-tolyl)benzo[d]imidazo[2,1-b]thiazole-7-carboxamide